CC=1OC2=C(N1)C=CC(=C2)NC(=O)NC2=CC=NC1=CC=CN=C21 1-(2-methylbenzo[d]oxazol-6-yl)-3-(1,5-naphthyridin-4-yl)urea